4-(1-{4-[3-(5-tert-butyl-2H-pyrazol-3-yl)-ureido]-phenyl}-1H-benzimidazol-5-yloxy)-pyridine-2-carboxylic acid C(C)(C)(C)C=1C=C(NN1)NC(NC1=CC=C(C=C1)N1C=NC2=C1C=CC(=C2)OC2=CC(=NC=C2)C(=O)O)=O